BrC=1C=CC=2N=CN=C(C2N1)N1CCN(CC1)C1=C(C=CC=C1)F 6-bromo-4-(4-(2-fluorophenyl)piperazin-1-yl)pyrido[3,2-d]pyrimidine